BrCCCOC 1-bromo-3-methoxypropane